6-(1-(8-(cyclobutylmethyl)-8-azabicyclo[3.2.1]octan-3-yl)piperidin-4-yl)-2-(3,4-dimethoxyphenyl)-1,4-dimethyl-1H-benzo[d]imidazole C1(CCC1)CN1C2CC(CC1CC2)N2CCC(CC2)C=2C=C(C1=C(N(C(=N1)C1=CC(=C(C=C1)OC)OC)C)C2)C